C(#N)C[C@H]1CN(CCN1)C1=CC(=NC(=N1)C1=CC=CC=C1)C(=O)NC1=CC(=CC2=CC=CC=C12)O 6-[(3S)-3-(cyanomethyl)piperazin-1-yl]-N-(3-hydroxy-1-naphthyl)-2-phenyl-pyrimidine-4-carboxamide